(cis-3-((tert-butoxycarbonyl)amino)cyclobutoxy)picolinic acid methyl ester COC(C1=NC=CC=C1O[C@@H]1C[C@@H](C1)NC(=O)OC(C)(C)C)=O